C(C)OC(C(N)NCC1=CC=C(C=C1)C(C)C)=O 2-((4-Isopropylbenzyl)amino)glycine ethyl ester